NC=1C(=NC(=C(N1)N)Cl)C(=O)NC(NCCCCC1=CC=C(C=C1)C1=CC=C(C=C1)CCC(=O)NCCN(C[C@@H]([C@H]([C@@H]([C@@H](CO)O)O)O)O)C[C@@H]([C@H]([C@@H]([C@@H](CO)O)O)O)O)=N 3,5-diamino-N-(N-(4-(4'-(3-((2-(bis((2S,3R,4R,5R)-2,3,4,5,6-pentahydroxyhexyl)amino)ethyl)amino)-3-oxopropyl)-[1,1'-biphenyl]-4-yl)butyl)carbamimidoyl)-6-chloropyrazine-2-carboxamide